diethyl ({3-[(5-bromopyridin-2-yl)oxy]phenyl}methyl)phosphonate BrC=1C=CC(=NC1)OC=1C=C(C=CC1)CP(OCC)(OCC)=O